F[C@@H]1[C@H](O[C@@H]([C@H]([C@@H]1O)O)CO)F 2-deoxy-2-fluoro-alpha-d-mannosyl fluoride